tert-butyl {2-[2-(aminomethyl)-1-{[2-(trimethylsilyl)ethoxy]methyl}-1H-benzimidazol-4-yl]ethyl}carbamate NCC1=NC2=C(N1COCC[Si](C)(C)C)C=CC=C2CCNC(OC(C)(C)C)=O